FC1(CCN(CC1)C1=NC2=CC(=C(C=C2C(=N1)NC1=CC=CC=C1)OC)OCCCN1CCCC1)F 2-(4,4-difluoropiperidin-1-yl)-6-methoxy-N-phenyl-7-(3-(pyrrolidin-1-yl)propoxy)quinazolin-4-amine